N-(4-aminobutyl)cinnamamide tert-butyl-(tert-butoxycarbonyl)(7-(6-chloropyridazin-4-yl)-[1,2,4]triazolo[1,5-a]pyridin-2-yl)carbamate C(C)(C)(C)C1=CC(=CC=2N1N=C(N2)N(C(O)=O)C(=O)OC(C)(C)C)C2=CN=NC(=C2)Cl.NCCCCNC(C=CC2=CC=CC=C2)=O